F[C@@H](C(=O)NC1=CC=C(C=C1)[C@H](C)N1C(=NC=C1)C)[C@H]1COCC1 |&1:1,19| (RS)-2-fluoro-N-(4-((S)-1-(2-methyl-1H-imidazol-1-yl)ethyl)phenyl)-2-((RS)-tetrahydrofuran-3-yl)acetamide